N(=[N+]=[N-])CC(CC(CNC(OC(C)(C)C)=O)O[Si](C1=CC=CC=C1)(C1=CC=CC=C1)C(C)(C)C)O tert-butyl N-[5-azido-2-[tert-butyl(diphenyl)silyl]oxy-4-hydroxypentyl]carbamate